C1(CC1)CNC1=NC=2N(C=C1)N=CC2C(=O)OCC 1-Ethyl 5-((cyclopropylmethyl)amino)pyrazolo[1,5-a]pyrimidine-3-carboxylate